3-(5-(4,6-diphenyl-1,3,5-triazin-2-yl)-2-(pyridin-4-yl)phenyl)-9-phenyl-9H-carbazole C1(=CC=CC=C1)C1=NC(=NC(=N1)C1=CC=CC=C1)C=1C=CC(=C(C1)C=1C=CC=2N(C3=CC=CC=C3C2C1)C1=CC=CC=C1)C1=CC=NC=C1